5-chloro-N4-(1,3-dimethyl-1H-indazol-5-yl)-N2-(1,2,3,4-tetrahydroisoquinolin-6-yl)pyrimidine-2,4-diamine ClC=1C(=NC(=NC1)NC=1C=C2CCNCC2=CC1)NC=1C=C2C(=NN(C2=CC1)C)C